2-chloro-3-(4-(pentafluorosulfaneyl)phenoxy)pyrazine ClC1=NC=CN=C1OC1=CC=C(C=C1)S(F)(F)(F)(F)F